O1C=C(C=C1)CCO 3-Furanethanol